N-(2-(3,4-Difluorophenyl)-5-methylpyrimidin-4-yl)-1H-indazol-5-amine FC=1C=C(C=CC1F)C1=NC=C(C(=N1)NC=1C=C2C=NNC2=CC1)C